N-(1-(bicyclo[1.1.1]pentan-1-yl)-5-chloro-1H-pyrazol-4-yl)-6-chloro-7-(piperazin-1-yl)quinazolin-2-amine C12(CC(C1)C2)N2N=CC(=C2Cl)NC2=NC1=CC(=C(C=C1C=N2)Cl)N2CCNCC2